CN1NC(CC1)=O 2-methyl-pyrazol-5(4H)-one